C(C1=CC=CC=C1)C1CCN(CC1)CC=1NC(=NN1)C=1NC2=CC=C(C=C2C1)Cl 2-(5-((4-benzylpiperidin-1-yl)methyl)-4H-1,2,4-triazol-3-yl)-5-chloro-1H-indole